6-(2-(((4-chlorophenyl)amino)methyl)-5-(4-fluorophenyl)-1H-imidazol-4-yl)imidazo[1,2-b]pyridazine-3-carboxylic acid ethyl ester C(C)OC(=O)C1=CN=C2N1N=C(C=C2)C=2N=C(NC2C2=CC=C(C=C2)F)CNC2=CC=C(C=C2)Cl